FC1=CC=C(OC2=C(C#N)C=CC=N2)C=C1 (4-fluorophenoxy)nicotinonitrile